4-methoxypicolinic acid COC1=CC(=NC=C1)C(=O)O